C1(CCC1)CNCC=1C=CC=2N(C1)C=C(N2)CN2N=NC(=C2)C=2C=1N(C=C(C2)OC)C=NC1 (cyclobutylmethyl)({2-[(4-{6-methoxyimidazo[1,5-a]pyridin-8-yl}-1H-1,2,3-triazol-1-yl)methyl]imidazo[1,2-a]pyridin-6-yl}methyl)amine